C(C1=CC=CC=C1)N1C(=NC=2C1=NC=CC2)CCC(=O)NCCC2=CC=C(C=C2)OCC 3-(3-Benzyl-3H-imidazo[4,5-b]pyridin-2-yl)-N-[2-(4-ethoxy-phenyl)-ethyl]-propionamide